C(C1=CC=CC=C1)O[C@@H]1C[C@H](N(C1)C(=O)OC(C)(C)C)C(=O)OCC1=CC=CC=C1 2-benzyl 1-(tert-butyl) (2S,4R)-4-(benzyloxy)pyrrolidine-1,2-dicarboxylate